2-dichloromethyl-2-methyl-1,3-dioxane ClC(C1(OCCCO1)C)Cl